2-[1-[(2,3-difluorophenyl)methyl]-5-oxo-pyrrolidin-2-yl]-N-(pyrrolidin-1-yl)acetamide FC1=C(C=CC=C1F)CN1C(CCC1=O)CC(=O)NN1CCCC1